4,4,4-trifluoro-1-[4-fluoro-4-[4-(trifluoromethyl)-2-pyridyl]-1-piperidyl]butan-1-one FC(CCC(=O)N1CCC(CC1)(C1=NC=CC(=C1)C(F)(F)F)F)(F)F